ClC1=C(C=C(C(=C1)F)N1C(N(C(=CC1=O)C(F)(F)F)C)=O)\C=N\O[C@@H](C(=O)OC)C Methyl (2R)-2-{[(E)-({2-chloro-4-fluoro-5-[3-methyl-2,6-dioxo-4-(trifluoromethyl)-3,6-dihydropyrimidin-1(2H)-yl]phenyl}methylidene)amino]oxy}propanoate